rac-3-[6-chloro-3-(2-fluoro-3-methoxy-phenoxy)pyridazin-4-yl]-5-[(2,4-dimethyl-phenyl)methyl]-5,6-dihydro-4H-1,2,4-oxadiazine ClC1=CC(=C(N=N1)OC1=C(C(=CC=C1)OC)F)C1=NOC[C@H](N1)CC1=C(C=C(C=C1)C)C |r|